N-(3-chloro-5-(methylsulfonamido)phenyl)-1-(3-((3,5-difluorobenzyl)oxy)pyridin-2-yl)-1H-pyrazole-4-carboxamide ClC=1C=C(C=C(C1)NS(=O)(=O)C)NC(=O)C=1C=NN(C1)C1=NC=CC=C1OCC1=CC(=CC(=C1)F)F